C(C)(=O)C1=NN(C2=C(C=C(C=C12)C=1C=NC(=NC1)C)C)CC(=O)N1[C@@H]2C[C@@]2(C[C@H]1C(=O)NC1=C(C(=CC=C1)OC(F)(F)F)F)C (1R,3S,5R)-2-(2-(3-acetyl-7-methyl-5-(2-methylpyrimidin-5-yl)-1H-indazol-1-yl)acetyl)-N-(2-fluoro-3-(trifluoromethoxy)phenyl)-5-methyl-2-azabicyclo[3.1.0]hexane-3-carboxamide